tert-butyl (1-(3-chloropropyl)-2-(diphenylmethylene)hydrazine-1-carbonyl)-L-leucinate ClCCCN(N=C(C1=CC=CC=C1)C1=CC=CC=C1)C(=O)N[C@@H](CC(C)C)C(=O)OC(C)(C)C